2-(1,1-dioxido-2,3-dihydrobenzo[f][1,4]thiazepine-4(5H)-yl)-N-methylpyrimidine-5-carboxamide O=S1(CCN(CC2=C1C=CC=C2)C2=NC=C(C=N2)C(=O)NC)=O